N-(1'-(2-isopropoxy-6-methylpyrimidin-4-yl)-1',2'-dihydrospiro[cyclopropane-1,3'-pyrrolo[3,2-c]pyridin]-6'-yl)acetamide C(C)(C)OC1=NC(=CC(=N1)N1CC2(C=3C=NC(=CC31)NC(C)=O)CC2)C